propaneic acid C(CC)(=O)O